3-[[(5-oxopyrrolidin-3-yl)methylamino]methyl]benzamide O=C1CC(CN1)CNCC=1C=C(C(=O)N)C=CC1